octyl-β-D-glucuronic acid C(CCCCCCC)[C@]1(O)[C@H](O)[C@@H](O)[C@H](O)[C@H](O1)C(=O)O